C1(CCC1)NC(=O)C=1N=C2N(C(=NC(=C2)N/N=C/C=2C=C(C=CC2)C)N2CCOCC2)C1 N-cyclobutyl-5-morpholino-7-[(2E)-2-(m-tolylmethylene)hydrazino]imidazo[1,2-c]pyrimidine-2-carboxamide